O=C1N(N2C(COCC2)=C1C(=O)N)C1=CC=CC=C1 2-oxo-1-phenyl-2,4,6,7-tetrahydro-1H-pyrazolo[5,1-c][1,4]Oxazine-3-carboxamide